ClC=1C=C2C=CC(N(C2=CC1)C)=O 6-chloro-1-methylquinolin-2(1H)-one